C1=CC=C(C=2SC3=C(C21)C=CC=C3)N Dibenzothiophen-4-amine